CC(P(O)(=O)CC)S(=O)(=O)C1=CC=C(C=C1)N.COC1=CC=C(C=C1)C(CN1C(=CC2=CC=C(C=C12)NC1=CC=C(C=C1)OC)C(=O)N1CC(CC1)=O)=O 1-(1-(2-(4-methoxyphenyl)-2-oxoethyl)-6-((4-methoxyphenyl)amino)-1H-indole-2-carbonyl)pyrrolidin-3-one methyl-(4-aminophenylsulfonyl)methyl(ethyl)phosphinate